S1C(=NC2=C1C=CC=C2)C([C@H](C[C@H]2C(NCC2)=O)NC(=O)[C@H]2N(CC1(CC1)C2)C([C@H](C(C)C)NS(=O)(=O)C)=O)=O (6S)-N-{(2S)-1-(1,3-Benzothiazol-2-yl)-1-oxo-3-[(3S)-2-oxopyrrolidin-3-yl]propan-2-yl}-5-{(2S)-3-methyl-2-[(methylsulfonyl)amino]butanoyl}-5-azaspiro[2.4]heptane-6-carboxamide